1-[3-(2,2-difluoro-1-methyl-ethoxy)-6-[5-[(6-methylpyridazin-3-yl)amino]benzimidazol-1-yl]-2-pyridyl]-5-methyl-pyrazole-3-carbonitrile FC(C(OC=1C(=NC(=CC1)N1C=NC2=C1C=CC(=C2)NC=2N=NC(=CC2)C)N2N=C(C=C2C)C#N)C)F